IC1=C(N)C(=CC(=C1)C)C 2-iodo-4,6-dimethylaniline